(S)-2-Chloro-4-(8-(6-fluoronicotinoyl)-3-methyl-2,8-diazaspiro[4.5]decan-2-yl)benzonitrile ClC1=C(C#N)C=CC(=C1)N1CC2(C[C@@H]1C)CCN(CC2)C(C2=CN=C(C=C2)F)=O